NC=1C2=C(N=CN1)N(C(=C2C2=CC=C(C=C2)C(=O)N2CC1C(C2)CCC1)C1=CC=C(C=C1)NC(C(=C)C)=O)C N-(4-(4-amino-7-methyl-5-(4-(octahydrocyclopenta[c]pyrrole-2-carbonyl)phenyl)-7H-pyrrolo[2,3-d]pyrimidin-6-yl)phenyl)methacrylamide